ClP(=O)(OC1=CC=CC=C1)N[C@@H](C)C(=O)OC(C)C isopropyl N-(chloro (phenoxy) phosphoryl)-L-alaninate